C1(CCCC1)OC1=C(C(=CC(=C1)O)O)C(=O)N1CCCC1 (2-(cyclopentyloxy)-4,6-dihydroxyphenyl)(pyrrolidin-1-yl)methanone